2-((3-(6-chloropyridin-3-yl)-5-methylisoxazol-4-yl)methyl)-5-(3-methoxyazetidin-1-yl)pyridazin-3(2H)-one ClC1=CC=C(C=N1)C1=NOC(=C1CN1N=CC(=CC1=O)N1CC(C1)OC)C